C(#N)C=1C=C(C(=C2C(=C(N(C12)COCC[Si](C)(C)C)C)C)C=1C[C@H](CCC1)N(C(OC(C)(C)C)=O)C)F tert-butyl (S)-(3-(7-cyano-5-fluoro-2,3-dimethyl-1-((2-(trimethylsilyl)ethoxy)methyl)-1H-indol-4-yl)cyclohex-3-en-1-yl)(methyl)carbamate